α-naphthylethyl bromide C1(=CC=CC2=CC=CC=C12)C(C)Br